2-(phenylmethoxy)-5-chlorovaleric acid C1(=CC=CC=C1)COC(C(=O)O)CCCCl